FC1=CC(=CC(=C1)C)C 1-fluoro-3,5-dimethylbenzene